ClC1=CC=C(C=C1)S(=O)(=O)NC1=CC(=C(C=2C(C3=CC=CC=C3C(C12)=O)=O)O)OCC(=O)O 2-((4-((4-chlorophenyl)sulfonylamino)-1-hydroxy-9,10-dioxo-9,10-dihydroanthracen-2-yl)oxy)acetic acid